Cl.Cl.C(C)(C)C=1C=C(C=CC1)C1CC(NC1)C(=O)N 4-(3-isopropylphenyl)pyrrolidine-2-carboxamide dihydrochloride